4-(1-(4-((3-Cyanophenyl)amino)-1-(4-(trifluoromethyl)benzyl)-1H-indol-7-amido)cyclopropyl)benzoic acid C(#N)C=1C=C(C=CC1)NC1=C2C=CN(C2=C(C=C1)C(=O)NC1(CC1)C1=CC=C(C(=O)O)C=C1)CC1=CC=C(C=C1)C(F)(F)F